Cl.N1C[C@H](CCC1)COC=1C(=NC=CC1)C(F)(F)F (S)-3-(piperidin-3-ylmethoxy)-2-(trifluoromethyl)pyridine hydrochloride